2-(4-chloro-2-fluorophenyl)-N-(1-(4-(2,6-dioxopiperidin-3-yl)-3,5-difluorophenyl)azetidin-3-yl)acetamide ClC1=CC(=C(C=C1)CC(=O)NC1CN(C1)C1=CC(=C(C(=C1)F)C1C(NC(CC1)=O)=O)F)F